C1=NC=C(C2=CC=CC=C12)N1C(N(C[C@@H]1C#N)C1CC(C1)C(F)(F)F)=O (R)-3-(isoquinolin-4-yl)-2-oxo-1-((1s,3S)-3-(trifluoromethyl)cyclobutyl)imidazoline-4-carbonitrile